C12C=3C=CC=CC3OCC(N3CCCC(C3COC(C1)C2)=O)=O (1s,19s)-8,18-dioxa-11-azatetracyclo[17.1.1.02,7.011,16]henicosa-2(7),3,5-triene-10,15-dione